CC1=C[N+](=CC=C1)[O-] 3-picoline-N-oxide